CC1=C(C=CC=C1)C=1C(=C(C=2CC3=CC=CC=C3C2C1)N)C1=C(C=CC=C1)C [di(methylphenyl)fluorenyl]amine